tert-butylisobutyric acid C(C)(C)(C)C(C(=O)O)(C)C